phenoxy-pyridine O(C1=CC=CC=C1)C1=NC=CC=C1